3-ethylcyclopentanone C(C)C1CC(CC1)=O